COC(=O)C1=CC=C(C=C1)Cl P-chlorobenzoic acid methyl ester